C1C(CC2=CC=CC=C12)NC1=NC=2C[C@@H](CCC2C=N1)C1=NN=C(O1)CC(=O)N1CC2=C(CC1)N=NN2 (R)-2-(5-(2-((2,3-dihydro-1H-inden-2-yl)amino)-5,6,7,8-tetrahydroquinazolin-7-yl)-1,3,4-oxadiazol-2-yl)-1-(3,4,6,7-tetrahydro-5H-[1,2,3]triazolo[4,5-c]pyridin-5-yl)ethan-1-one